NC=1C(NC2=CC(=C(N=C2C1C1=C2C=NNC2=C(C=C1)F)C(F)(F)F)C)=O 3-Amino-4-(7-fluoro-1H-indazol-4-yl)-7-methyl-6-(trifluoromethyl)-1H-1,5-naphthyridin-2-one